2-DEOXY-L-GLUCOSE O=CC[C@H](O)[C@@H](O)[C@@H](O)CO